2,4-bis(isopropylamino)-2,4,6,6,8,8-hexamethylcyclotetrasiloxane C(C)(C)N[Si]1(O[Si](O[Si](O[Si](O1)(C)NC(C)C)(C)C)(C)C)C